NCC=1C=C(C=CC1)C=1C=CC2=C(C(=CO2)COC2=C(C=CC(=C2)C2CC2)CC(=O)OCC)C1 ethyl 2-(2-((5-(3-(aminomethyl)phenyl)benzofuran-3-yl)methoxy)-4-cyclopropylphenyl)acetate